C(=O)(OCC1=CC=CC=C1)N1[C@H](CCC1)C(=O)O CBZ-D-proline